methyl 3-(5-(3-fluoro-4-methyl-5-(6-(4-methylpiperazin-1-yl)imidazo[1,2-a]pyridine-3-carboxamido)phenyl)-1,2,4-oxadiazol-3-yl)azetidine-1-carboxylate FC=1C=C(C=C(C1C)NC(=O)C1=CN=C2N1C=C(C=C2)N2CCN(CC2)C)C2=NC(=NO2)C2CN(C2)C(=O)OC